(S)-1-((tert-Butyldiphenylsilyl)oxy)pent-4-en-1,1-d2-2-amine [Si](C1=CC=CC=C1)(C1=CC=CC=C1)(C(C)(C)C)OC([C@H](CC=C)N)([2H])[2H]